ClC=1C(=NC=CC1C1=C(C(=CC=C1)NC1=NC=CC(=C1F)CNC1CCN(CC1)C(C(C)C)=O)Cl)C1=CC(=C(CNCC2CCC(N2)=O)C=C1)OC 5-(((4-(3-chloro-4-(2-chloro-3-((3-fluoro-4-(((1-isobutyrylpiperidin-4-yl)amino)methyl)pyridin-2-yl)amino)phenyl)pyridin-2-yl)-2-methoxybenzyl)amino)methyl)pyrrolidin-2-one